FC(C1=NN=C(S1)C1=CN=C2N1C=C(C=C2N2C[C@H](O[C@H](C2)C)C(=O)NC)S(NC2(CC2)C)(=O)=O)F |o1:18,20| rel-(2S,6S)-4-(3-(5-(difluoromethyl)-1,3,4-thiadiazol-2-yl)-6-(N-(1-methylcyclopropyl)sulfamoyl)imidazo[1,2-a]pyridin-8-yl)-N,6-dimethylmorpholine-2-carboxamide